ribose 1,5-bisphosphate C([C@@H]1[C@H]([C@H]([C@H](O1)OP(=O)(O)O)O)O)OP(=O)(O)O